C(C1=CC=CC=C1)OCC12CCN(CC2C1)C1=C(C(=O)NC2=NC(=NC(=C2)C)N2CCC(CC2)(F)F)C=CC(=C1)Br 2-(6-((benzyloxy)methyl)-3-azabicyclo[4.1.0]heptan-3-yl)-4-bromo-N-(2-(4,4-difluoropiperidin-1-yl)-6-methylpyrimidin-4-yl)benzamide